C1(CCCCC1)P(C1=C(C=CC=C1)C1=C(C=C(C=C1C(C)C)C(C)C)C(C)C)C1CCCCC1 Dicyclohexyl-[2-[2,4,6-tri(propan-2-yl)phenyl]phenyl]phosphan